ethyl 1-(aminomethyl)cyclopentane-1-carboxylate NCC1(CCCC1)C(=O)OCC